9-(4-(4,6-diphenyl-1,3,5-triazin-2-yl)phenyl)-N3,N3,N6,N6-tetraphenyl-9H-carbazole-3,6-diamine C1(=CC=CC=C1)C1=NC(=NC(=N1)C1=CC=CC=C1)C1=CC=C(C=C1)N1C2=CC=C(C=C2C=2C=C(C=CC12)N(C1=CC=CC=C1)C1=CC=CC=C1)N(C1=CC=CC=C1)C1=CC=CC=C1